4-(4-hydroxybutyryl)-3,4-dihydroquinoxalin-2(1H)-one OCCCC(=O)N1CC(NC2=CC=CC=C12)=O